1,1-dimethyl-3-(4-sulfonatobutyl)-1H-benzo[E]indole CC1(CN(C=2C=CC3=C(C12)C=CC=C3)CCCCS(=O)(=O)[O-])C